(R)-2-(3-cyclohexylpropanamido)-N4-hydroxy-N'-(4-hydroxyphenethyl)succinamide C1(CCCCC1)CCC(=O)N[C@@H](C(=O)N)CC(=O)N(CCC1=CC=C(C=C1)O)O